The molecule is an N-acetyl-L-amino acid that is N-acetyl-L-histidine carrying a methyl substituent at position 3 on the imidazole ring. It has a role as a human blood serum metabolite. It is a N-acetyl-L-amino acid and a L-histidine derivative. It is a conjugate acid of a N-acetyl-3-methyl-L-histidinate. CC(=O)N[C@@H](CC1=CN=CN1C)C(=O)O